CN1C=NCC1 1-methyl-4,5-dihydro-1H-imidazol